3-Bromo-N-(3-((4-methoxybenzyl)oxy)-2,6-dimethylphenyl)-5-methyl-6-(6-azaspiro[2.5]octan-6-yl)pyridin-2-amine BrC=1C(=NC(=C(C1)C)N1CCC2(CC2)CC1)NC1=C(C(=CC=C1C)OCC1=CC=C(C=C1)OC)C